OCC(=O)N1CCN(CC1)C1=NC(=NC=C1)C1=CN=C2N1C=C(N=C2)C(F)(F)F 2-Hydroxy-1-(4-(2-(6-(trifluoromethyl)imidazo[1,2-a]pyrazin-3-yl)pyrimidin-4-yl)piperazin-1-yl)ethan-1-one